5-Fluoro-1-{4-fluoro-3-[(4-{4-[(2-methyl-3-oxo-1-pyridin-2-yl-2,3-dihydro-1H-pyrazolo[3,4-d]pyrimidin-6-yl)amino]phenyl}piperazin-1-yl)carbonyl]benzyl}quinazoline-2,4(1H,3H)-dione FC1=C2C(NC(N(C2=CC=C1)CC1=CC(=C(C=C1)F)C(=O)N1CCN(CC1)C1=CC=C(C=C1)NC1=NC=C2C(=N1)N(N(C2=O)C)C2=NC=CC=C2)=O)=O